5-ethynyl-8-(1-methyl-5-oxopyrrolidin-3-yl)-2-((4-(4-methylpiperazin-1-yl)phenyl)amino)pyrido[2,3-d]pyrimidin-7(8H)-one C(#C)C1=CC(N(C=2N=C(N=CC21)NC2=CC=C(C=C2)N2CCN(CC2)C)C2CN(C(C2)=O)C)=O